2-(2-fluoro-4-iodo-phenyl)-4-(trifluoromethyl)-1H-imidazole FC1=C(C=CC(=C1)I)C=1NC=C(N1)C(F)(F)F